Cl.Cl.C(N)(=N)C1=CC=C(C=C1)C=1NC2=CC(=CC=C2C1)NC(=N)N 2-(4-amidinophenyl)-6-indolylguanidine dihydrochloride